N-[[6-(3,4-Dihydro-2H-chinolin-1-yl)-2-pyridyl]sulfonyl]-2-(2,2,4-trimethylpyrrolidin-1-yl)pyridin-3-carboxamid N1(CCCC2=CC=CC=C12)C1=CC=CC(=N1)S(=O)(=O)NC(=O)C=1C(=NC=CC1)N1C(CC(C1)C)(C)C